CN(C(=O)C(=O)N)C N,N-dimethyloxamide